3-(2-(5-(3-bromobenzylidene)-3-(4-methoxyphenyl)-4-oxothiazolidine-2-ylidene)hydrazono)-5-bromoindol-2-one BrC=1C=C(C=C2C(N(C(S2)=NN=C2C(NC3=CC=C(C=C23)Br)=O)C2=CC=C(C=C2)OC)=O)C=CC1